3-oxo-4-(pyridin-2-yl)butyronitrile O=C(CC#N)CC1=NC=CC=C1